tert-butyl 3-(4-((tert-butoxycarbonyl)amino)-3-chlorophenyl)azetidine-1-carboxylate C(C)(C)(C)OC(=O)NC1=C(C=C(C=C1)C1CN(C1)C(=O)OC(C)(C)C)Cl